C1(=CC=CC=C1)N(S(=O)(=O)C)S(=O)(=O)C(F)(F)F N-phenyl-N-((trifluoromethyl)sulfonyl)methanesulfonamide